2-(16,16,16-trifluorohexadec-14-ynoxy)ethanol FC(C#CCCCCCCCCCCCCCOCCO)(F)F